N-butyl-N-ethynyl-1,1,1-trifluoromethylsulfonamide C(CCC)N(S(=O)(=O)C(F)(F)F)C#C